COC1=C(C(=CC(=C1)CCCCC)OC)[C@H]1[C@@H](CCC(=C1)C)C(=C)[13CH3] (1R,2R)-2',6'-dimethoxy-5-methyl-4'-pentyl-2-(prop-1-en-2-yl-3-13C)-1,2,3,4-tetrahydro-1,1'-biphenyl